O1C(COCCOC(COCCOCC1)CN)CN (1,4,7,10,13-pentaoxacyclopentadecane-2,8-diyl)dimethanamine